Allyl (6aS)-6-hydroxy-2-methoxy-3-(4-methoxy-4-oxobutoxy)-12-oxo-6,6a,7,8,9,10-hexahydrobenzo[e]pyrido[1,2-a][1,4]diazepine-5(12H)-carboxylate OC1[C@H]2N(C(C3=C(N1C(=O)OCC=C)C=C(C(=C3)OC)OCCCC(=O)OC)=O)CCCC2